(2'-methylamino-1,1-biphenyl-2-yl)Palladium (II) CNC1=C(C=CC=C1)C1=C(C=CC=C1)[Pd+]